N-((5-(cyclopropanesulfonylamino)pyridin-3-yl)methyl)-5-(6-ethoxypyrazin-2-yl)pyridinecarboxamide C1(CC1)S(=O)(=O)NC=1C=C(C=NC1)CNC(=O)C1=NC=C(C=C1)C1=NC(=CN=C1)OCC